(1R,3S)-N-(5-chloro-4-(5,5-dimethyl-5,6-dihydro-4H-pyrrolo[1,2-b]pyrazol-3-yl)pyridin-2-yl)-3-(1-methyl-1H-pyrazol-5-yl)cyclohexane-1-carboxamide ClC=1C(=CC(=NC1)NC(=O)[C@H]1C[C@H](CCC1)C1=CC=NN1C)C1=C2N(N=C1)CC(C2)(C)C